P(=O)(OC(C)(C)C)(OC(C)(C)C)OCOC1=CC(=C2C(C(=COC2=C1)C1=CC=C(C=C1)OCOP(=O)(OC(C)(C)C)OC(C)(C)C)=O)O Di-tert-butyl (((3-(4-(((di-tert-butoxyphosphoryl)oxy)methoxy)phenyl)-5-hydroxy-4-oxo-4H-chromen-7-yl)oxy)methyl) phosphate